C(C=C)(=O)N1CCN(CC1)C=1C(=NC=NC1)C1=CC(=C(CNC(=O)C2=NC(=NO2)C(C)(C)C)C=C1)C N-(4-(5-(4-propenoylpiperazin-1-yl)pyrimidin-4-yl)-2-methylbenzyl)-3-(tert-butyl)-1,2,4-oxadiazole-5-carboxamide